cis-2,3-dimethylcyclopropylcarboxylic acid benzyl ester C(C1=CC=CC=C1)OC(=O)C1C(C1C)C